CC1=CC=C(C=C1)S(=O)(=O)O.OC[C@@H]1CC[C@H](CO1)N (3r,6s)-6-(hydroxymethyl)oxacyclohexane-3-amine 4-methylbenzene-1-sulfonate